tert-butyl 7-(4,4,5,5-tetramethyl-1,3,2-dioxaborolan-2-yl)-3,4-dihydro-1H-isoquinoline-2-carboxylate CC1(OB(OC1(C)C)C1=CC=C2CCN(CC2=C1)C(=O)OC(C)(C)C)C